BrC1=CC=C(C=N1)C1=C(C(=CC=C1)N)N (6-bromopyridin-3-yl)benzene-1,2-diamine